CC(CCCNC(=O)C=1C(=NC(=CC1C)N(C1COCC1)C)SCC)(C)C N-(4,4-Dimethyl-pentyl)-2-ethylsulfanyl-4-methyl-6-(methyl-tetrahydro-furan-3-yl-amino)-pyridine-3-carboxylic acid amide